N-(3-(Dimethylamino)propyl)-7-(2-(4-fluoro-3-methylphenyl)pyridin-3-yl)imidazo[1,5-a]pyridine-3-carboxamide CN(CCCNC(=O)C1=NC=C2N1C=CC(=C2)C=2C(=NC=CC2)C2=CC(=C(C=C2)F)C)C